BrC1=C(C=C(CC2=NNC(C3=CC=CC=C23)=O)C=C1)F 4-(4-bromo-3-fluorobenzyl)phthalazin-1(2H)-one